2-Ethyl 3-(3-bromophenyl)but-2-enoate BrC=1C=C(C=CC1)C(=CC(=O)OCC)C